C1(CC1)C1=CC=2N(C(=C1)C(C1=CC=C(C=C1)OC(F)(F)F)F)N=CN2 7-cyclopropyl-5-(fluoro(4-(trifluoromethoxy)phenyl)methyl)-[1,2,4]triazolo[1,5-a]pyridine